CC1=C(C(NN=C1)=O)C1=CC=C(N1)C(=O)OC methyl 5-(5-methyl-3-oxo-2,3-dihydropyridazin-4-yl)-1H-pyrrole-2-carboxylate